2-methylsulfanyl-4,5-dihydro-1H-imidazole CSC=1NCCN1